C(CCC)(=O)O\C=C\CCCC trans-hexenyl butyrate